N-(4-(chlorodifluoromethoxy)phenyl)-3-(hydroxymethyl)-1-isopropyl-3-methyl-7-(1H-pyrazol-5-yl)indoline-5-carboxamide ClC(OC1=CC=C(C=C1)NC(=O)C=1C=C2C(CN(C2=C(C1)C1=CC=NN1)C(C)C)(C)CO)(F)F